OCC(CO)(C)NC1=NC(=C(C(=O)NC2=NC(=CC=C2)N2C[C@H](OCC2)C)C=C1)N1CCC2(CC2)CC1 (R)-6-((1,3-dihydroxy-2-methylpropan-2-yl)amino)-N-(6-(2-methylmorpholino)pyridin-2-yl)-2-(6-azaspiro[2.5]octan-6-yl)nicotinamide